5-Trifluoromethylsulfinyl-pentyl-[4-chloro-2-fluoro-5-(2,2,2-trifluoroethylsulfinyl) phenyl] ether FC(S(=O)CCCCCC=1C(=C(C=C(C1Cl)S(=O)CC(F)(F)F)OC1=C(C(=C(C(=C1)S(=O)CC(F)(F)F)Cl)CCCCCS(=O)C(F)(F)F)F)F)(F)F